hexadecafluoro(1,3-dimethylcyclohexane) C1(C(C(C(C(C1(F)F)(F)F)(F)F)(C(F)(F)F)F)(F)F)(C(F)(F)F)F